C(C)N1CCN(CC1)S(=O)(=O)C=1C=CC(=C(C=O)C1)OCCC 5-((4-ethylpiperazine-1-yl)sulfonyl)-2-propoxybenzaldehyde